(S)-3-((8-(methyl-(phenyl)carbamoyl)quinolin-5-yl)amino)pyrrolidine-1-carboxylic acid tert-butylButyl ester C(C)(C)(C)C(CCC)OC(=O)N1C[C@H](CC1)NC1=C2C=CC=NC2=C(C=C1)C(N(C1=CC=CC=C1)C)=O